FC1=C(C(=O)N[C@H](C(=O)OC)CC2=CC=C(C=3N2C=CN3)C3=NC=CC=C3C(F)(F)F)C(=CC(=C1)N1[C@H](COCC1)C(F)(F)F)F methyl (S)-2-(2,6-difluoro-4-((R)-3-(trifluoromethyl)morpholino) benzamido)-3-(8-(3-(trifluoromethyl)pyridin-2-yl)imidazo[1,2-a]pyridin-5-yl)propanoate